3-(4-(6-chloro-4-oxo-3,4-dihydro-7H-pyrrolo[2,3-d]pyrimidin-7-yl)-2-(trifluoromethyl)phenyl)morpholine-4-carboxylic acid tert-butyl ester C(C)(C)(C)OC(=O)N1C(COCC1)C1=C(C=C(C=C1)N1C(=CC2=C1N=CNC2=O)Cl)C(F)(F)F